4-Amino-2-iodobenzoic acid methyl ester COC(C1=C(C=C(C=C1)N)I)=O